ClC1=CN=C(C2=CC=C(C=C12)NCC=1C=NC(=NC1)OCC1CC=2N(CC1)C=CN2)N 4-Chloro-N6-[[2-(5,6,7,8-tetrahydroimidazo[1,2-a]pyridin-7-ylmethoxy)pyrimidin-5-yl]methyl]isoquinoline-1,6-diamine